6-(1,3-benzothiazol-6-ylamino)-4-(cyclopentylamino)pyridine-3-carboxylic acid S1C=NC2=C1C=C(C=C2)NC2=CC(=C(C=N2)C(=O)O)NC2CCCC2